C(C)(C)(C)OC(CCOC[C@H]1[C@H](N(CC1)C1=NC2=C(C(=CC=C2C(=C1)N1C=NC=C1)Cl)Cl)C(=O)OC)=O |r| (±)-methyl (2S,3R)-3-((3-(tert-butoxy)-3-oxopropoxy)methyl)-1-(7,8-dichloro-4-(1H-imidazol-1-yl)quinolin-2-yl)pyrrolidine-2-carboxylate